ClC1=CC=2N(C=C1)N=CC2C2=CN=C(S2)C(=O)NC(CCN2CCCCC2)C2=NC=CC(=C2)NS(=O)(=O)C2CC2 5-(5-chloropyrazolo[1,5-a]pyridin-3-yl)-N-(1-(4-(cyclopropanesulfonamido)pyridin-2-yl)-3-(piperidin-1-yl)propyl)thiazole-2-carboxamide